C[C@H]1[C@H]([C@H]([C@@H](C(O1)O[C@@H]2[C@H]([C@H]([C@H](OC2O)CO)O)OC3[C@@H]([C@H]([C@H]([C@H](O3)CO)O)O)O)O)O)O The molecule is any branched trisaccharide consisting of D-galactopyranose having an L-fucosyl residue at the 2-position and a D-galactosyl residue at the 3-position.